9-(4-(3-(1-methylpiperidin-4-yl)-1H-pyrazol-1-yl)benzyl)-2-(2-(2,2,2-trifluoroethoxy)pyridin-3-yl)-7,9-dihydro-8H-purin-8-one CN1CCC(CC1)C1=NN(C=C1)C1=CC=C(CN2C3=NC(=NC=C3NC2=O)C=2C(=NC=CC2)OCC(F)(F)F)C=C1